trans-((tert-butoxycarbonyl)amino)cyclohexane-1-carboxylic acid C(C)(C)(C)OC(=O)NC1(CCCCC1)C(=O)O